C(C=C)(=O)O.C(C=C)(=O)O.C(C)OC=1C(=C(C(=C(O)C1)OCC)OCC)C(C)(C)C1=CC=C(C=C1)O tri(ethoxy)bisphenol A diacrylate